BrC1=CC=C(S1)C1=C2N=C(C(=NC2=C(C(=C1OCCCCCCCCCCCC)OCCCCCCCCCCCC)C=1SC(=CC1)Br)C1=CC(=C(C=C1)F)F)C1=CC=CC=C1 5,8-bis(5-bromothiophene-2-yl)-2-(3',4'-difluorophenyl)-6,7-bis(dodecyloxy)-3-phenylquinoxaline